C(C)(C)(C)C12C(C3C(C=C1)(O)S3)S2 p-(tert-butyl)phenol disulfide